CC1=C(C=CC(=C1)C)C(=O)N1CCN(CC1)CC1=CC(=NC2=CC(=CC=C12)Br)NN1C(C(=C(C1=O)C)C)=O 1-{[4-({4-[(2,4-dimethylphenyl)carbonyl]piperazinyl}methyl)-7-bromo(2-quinolyl)]amino}-3,4-dimethylazoline-2,5-dione